4-methoxypyridazine-3-carboxylic acid methyl ester COC(=O)C=1N=NC=CC1OC